N[C@H]1[C@@H](OCCC1)C1=C(C=2N=C(N=C(C2S1)NCC=1OC=CC1)Cl)I 6-((2R,3R)-3-aminotetrahydro-2H-pyran-2-yl)-2-chloro-N-(furan-2-ylmethyl)-7-iodothieno[3,2-d]pyrimidin-4-amine